(1s,4s)-4-(2-(2-Chloro-5-isopropyl-8-oxothieno[2',3':4,5]pyrrolo[1,2-d][1,2,4]triazin-7(8H)-yl)acetamido)cyclohexane-1-carboxylic acid ClC1=CC2=C(C=C3N2C(=NN(C3=O)CC(=O)NC3CCC(CC3)C(=O)O)C(C)C)S1